6-(2-((3,3-difluorocyclobutyl)(hydroxy)methyl)thieno[2,3-b]pyridin-6-yl)-2-methyl-1(2H)-isoquinolinone FC1(CC(C1)C(C1=CC=2C(=NC(=CC2)C=2C=C3C=CN(C(C3=CC2)=O)C)S1)O)F